O=C1N=CC2=NC=NC2=N1 2-oxopurine